N1N=NC(=C1)C1CN(CC1)C1=NN=C(O1)C=1C=NC(=NC1)NC1CC2=CC=CC=C2C1 5-(5-(3-(1H-1,2,3-triazol-4-yl)pyrrolidin-1-yl)-1,3,4-oxadiazol-2-yl)-N-(2,3-dihydro-1H-inden-2-yl)pyrimidin-2-amine